8-[1-(3,5-difluoroanilino)ethyl]-6-hydroxy-2-morpholino-chromen-4-one FC=1C=C(NC(C)C=2C=C(C=C3C(C=C(OC23)N2CCOCC2)=O)O)C=C(C1)F